4-Carbamoyl-4-{4-[4-(3,4-dihydro-1H-isoquinolin-2-ylmethyl)-benzyloxy]-1-oxo-1,3-dihydro-isoindol-2-yl}-butyric acid methyl ester COC(CCC(N1C(C2=CC=CC(=C2C1)OCC1=CC=C(C=C1)CN1CC2=CC=CC=C2CC1)=O)C(N)=O)=O